C(#N)/C(/C(=O)O)=C\C1=CN(C2=CC=CC=C12)C1=NC=CC=C1 (E)-2-cyano-3-(1-(pyridin-2-yl)-1H-indol-3-yl)acrylic acid